NS(=NC(CC=1C(=C2COCC2=CC1C(C)C)C(C)C)=O)(=O)C1=NN(C=C1F)CC N-(amino(1-ethyl-4-fluoro-1H-pyrazol-3-yl)(oxo)-λ6-sulfaneylidene)-2-(4,6-diisopropyl-1,3-dihydroisobenzofuran-5-yl)acetamide